P1=NC(=CC=C1)C(=O)[O-] phosphazinate